neopentanoyl-(neopentanoic acid) C(C(C)(C)C)(=O)CC(C(=O)O)(C)C